2-(6-{[(3S,4R)-3-fluoro-2,2,6,6-tetramethylpiperidin-4-yl]oxy}pyridazin-3-yl)-5-[2-methyl-8-(trifluoromethyl)imidazo[1,2-a]pyridin-6-yl]pyridin-3-ol trihydrochloride Cl.Cl.Cl.F[C@H]1C(NC(C[C@H]1OC1=CC=C(N=N1)C1=NC=C(C=C1O)C=1C=C(C=2N(C1)C=C(N2)C)C(F)(F)F)(C)C)(C)C